((2,6-dimethylphenyl)amino)-3-((6-methoxy-2-methyl-1,2,3,4-tetrahydroisoquinolin-7-yl)amino)-1,2,4-triazine-6-carboxamide CC1=C(C(=CC=C1)C)NC=1N=C(N=NC1C(=O)N)NC1=C(C=C2CCN(CC2=C1)C)OC